(R)-N-(1-(2-methoxyethyl)aziridine-2-carbonyl)-N-methylglycine COCC[N@@]1C(C1)C(=O)N(CC(=O)O)C